(1R,4R)-1-methyl-7-(trifluoromethyl)isochroman-4-ol C[C@H]1OC[C@@H](C2=CC=C(C=C12)C(F)(F)F)O